1-(5-(5-methyl-1,2,4-oxadiazol-3-yl)-2,3-dihydro-1H-inden-1-yl)-3-(pyridin-2-yl)urea CC1=NC(=NO1)C=1C=C2CCC(C2=CC1)NC(=O)NC1=NC=CC=C1